1-propyl-2,3,4,5-tetramethyltriazole C(CC)N1N(N(C(=C1C)C)C)C